2-hydroxy-butanoate OC(C(=O)[O-])CC